2-(hydroxy methyl)glutarate OCC(C(=O)[O-])CCC(=O)[O-]